CC1=NC=CC(=C1)C1=CC=2C=NC(=CC2N1)NC(C(C)C)=O N-(2-(2-methylpyridin-4-yl)-1H-pyrrolo[3,2-c]pyridin-6-yl)isobutyramide